2-(((5-(2-aminopyridin-4-yl)-7H-pyrrolo[2,3-d]pyrimidin-4-yl)amino)methyl)-6-((3R,5S)-3,5-dimethylpiperazin-1-yl)-N,N-dimethylnicotinamide NC1=NC=CC(=C1)C1=CNC=2N=CN=C(C21)NCC2=C(C(=O)N(C)C)C=CC(=N2)N2C[C@H](N[C@H](C2)C)C